behenyl-tricosyl methacrylate C(C(=C)C)(=O)OCCCCCCCCCCCCCCCCCCCCCCCCCCCCCCCCCCCCCCCCCCCCC